CC1=C(C(=C(CCCCCCCCC=C1)O)C)C trimethylcyclotetradecatrienol